FC=1C=C2C(C(=CN3C2=C(C1N1CC(CC1)NC1=NC=CC=N1)OC[C@@H]3C)C(=O)O)=O (3S)-9-fluoro-3-methyl-7-oxo-10-(3-(pyrimidin-2-ylamino)pyrrolidin-1-yl)-2,3-dihydro-7H-[1,4]oxazino[2,3,4-ij]quinoline-6-carboxylic acid